Cl.N[C@H](C1=CC=CC=C1)C(=O)Cl D-(-)-phenylglycine chloride hydrochloride